C(C)C=1OC2=C(C=C(C=C2C(C1C)=O)C)C(C)NC1=C(C=C(C=C1)Cl)C=1C=CC2=C(C=NOB2O)C1 ethyl-8-[1-[4-chloro-2-(1-hydroxy-2,3,1-benzoxazaborinin-6-yl)anilino]ethyl]-3,6-dimethyl-chromen-4-one